2-(1H-1,2,3-triazol-1-yl)propan-1-one N1(N=NC=C1)C(C=O)C